BrC1=C(C=C(C=C1OC)COCCOCCOCCOCCO[Si](C(C)(C)C)(C)C)OC (4-bromo-3,5-dimethoxyphenyl)-15,15,16,16-tetramethyl-2,5,8,11,14-pentaoxa-15-silaheptadecane